2-benzyl-7-Chloro-2,3-dihydroisoquinolin-4(1H)-one C(C1=CC=CC=C1)N1CC2=CC(=CC=C2C(C1)=O)Cl